pyrazolo[1,5-a]Pyrimidine-5-carboxylic acid N1=CC=C2N1C=CC(=N2)C(=O)O